Ethyl 2-(2-((tert-butylsulfinyl)amino)-5-phenylpentyl)-6-methoxynicotinate C(C)(C)(C)S(=O)NC(CC1=C(C(=O)OCC)C=CC(=N1)OC)CCCC1=CC=CC=C1